FC1=C(C2=C(C(=C(C(=C2C(=C1F)F)F)F)F)F)[B-](C1=C(C(=C(C2=C(C(=C(C(=C12)F)F)F)F)F)F)F)(C1=C(C(=C(C2=C(C(=C(C(=C12)F)F)F)F)F)F)F)C1=C(C(=C(C2=C(C(=C(C(=C12)F)F)F)F)F)F)F.C[NH+](C1=C(C=C(C=C1C)C)C)C N,N-dimethyl-(2,4,6-trimethylanilinium) tetrakis(perfluoronaphthyl)borate